4-chloro-2-(methylsulfanyl)pyrimidine-5-carbaldehyde ClC1=NC(=NC=C1C=O)SC